6-(4-amino-2,6-dichlorophenoxy)-2-(pyridin-3-yl)-3,4-dihydroisoquinoline NC1=CC(=C(OC=2C=C3CCN(CC3=CC2)C=2C=NC=CC2)C(=C1)Cl)Cl